(3s,5s)-5-(3-methyl-1H-pyrazol-4-yl)-1-[2-(6-trifluoromethyl-imidazo[1,2-a]pyridin-3-yl)-pyrimidin-4-yl]-piperidin-3-ol CC1=NNC=C1[C@@H]1C[C@@H](CN(C1)C1=NC(=NC=C1)C1=CN=C2N1C=C(C=C2)C(F)(F)F)O